N-(3-(1,1-difluoroethyl)phenyl)-5-(4-(difluoromethoxy)phenyl)-3-methylpyrazine FC(C)(F)C=1C=C(C=CC1)N1CC(=NC(=C1)C1=CC=C(C=C1)OC(F)F)C